2,4,6-tris(morpholino)-pyrimido(5,4-d)pyrimidine O1CCN(CC1)C=1N=C(C2=C(N1)C=NC(=N2)N2CCOCC2)N2CCOCC2